Cl.CC1=NSC(=C1)N 3-methylisothiazol-5-amine hydrogen chloride salt